2-(2-(cyclopropanesulfonamido)thiazol-4-yl)-N-(5-(6-isopropoxypyrazin-2-yl)pyridin-2-yl)-2-methylpropanamide C1(CC1)S(=O)(=O)NC=1SC=C(N1)C(C(=O)NC1=NC=C(C=C1)C1=NC(=CN=C1)OC(C)C)(C)C